di-tert-butyl N-{[(2S)-6-{[(benzyloxy)carbonyl]amino}-1-tert-butoxy-1-oxohexan-2-yl]carbamoyl}-D-glutamate C(C1=CC=CC=C1)OC(=O)NCCCC[C@@H](C(=O)OC(C)(C)C)NC(=O)N[C@H](CCC(=O)OC(C)(C)C)C(=O)OC(C)(C)C